COC(CCCO[Si](C)(C)C(C)(C)C)=O 4-[(tert-butyldimethylsilyl)oxy]butanoic acid methyl ester